FC1=CC=C(CN([C@@H](C(C)C)C(=O)[O-])C(=O)C=2C=CC3=C(B(OC3(C)C)O)C2)C=C1.FC1=C(C(=C(C(=C1F)F)F)F)[B-](C1=C(C(=C(C(=C1F)F)F)F)F)(C1=C(C(=C(C(=C1F)F)F)F)F)C1=C(C(=C(C(=C1F)F)F)F)F.C(CCCCCCCCCCCCCCC)[NH+](CCCCCCCCCCCCCC)C1=C(C=CC=C1)C.C(CCCCCCCCCCCCCCC)[NH+](CCCCCCCCCCCCCC)C1=C(C=CC=C1)C N-hexadecyl-N-tetradecyl-tolylammonium tetrakis(perfluorophenyl)borate 4-Fluorobenzyl-(1-hydroxy-3,3-dimethyl-1,3-dihydrobenzo[c][1,2]oxaborole-6-carbonyl)-L-valinate